N2-(tert-butoxycarbonyl)-N6,N6-dimethyl-D-lysine C(C)(C)(C)OC(=O)N[C@H](CCCCN(C)C)C(=O)O